C(#N)C=1C=NN2C1C(=CC(=C2)OCC)Br 3-cyano-4-bromo-6-ethoxypyrazolo[1,5-a]pyridine